Cl.N[C@@H]1C(N(C2=C(OC1)C=CC(=C2)OCC=2SC=C(N2)C(=O)OC)C)=O methyl (S)-2-(((3-amino-5-methyl-4-oxo-2,3,4,5-tetrahydrobenzo[b][1,4]oxazepin-7-yl)oxy)methyl)thiazole-4-carboxylate hydrochloride